1-(6-(2,4-dimethoxypyrimidin-5-yl)-4-((1S,2R)-2-isopropylcyclopropyl)pyridazin-3-yl)ethan-1-amine COC1=NC=C(C(=N1)OC)C1=CC(=C(N=N1)C(C)N)[C@@H]1[C@H](C1)C(C)C